O=C1C=C/C(/C=C1C(=O)O)=N/NC1=CC=C(C=C1)S(NC1=NC=CC=C1)(=O)=O (3Z)-6-oxo-3-[[4-(pyridin-2-ylsulfamoyl)phenyl]hydrazinylidene]cyclohexa-1,4-diene-1-carboxylic acid